(S)-N-(2-(2-aminopropanamido)ethyl)-4-((3-(1-(cyanomethyl)-3-(trifluoromethyl)-1H-pyrazol-4-yl)imidazo[1,2-a]pyrazin-8-yl)amino)-2-ethylbenzamide N[C@H](C(=O)NCCNC(C1=C(C=C(C=C1)NC=1C=2N(C=CN1)C(=CN2)C=2C(=NN(C2)CC#N)C(F)(F)F)CC)=O)C